CC=1C=C(C=CC1OC1=CC2=C(N(C=N2)C)C=C1)NC=1C2=C(N=CN1)C=CC(=N2)C2=CCCN(C2)C(=O)OC(C)(C)C tert-butyl 5-(4-((3-methyl-4-((1-methyl-1H-benzo[d]imidazol-5-yl)oxy)phenyl)amino)pyrido[3,2-d]pyrimidin-6-yl)-3,6-dihydropyridine-1(2H)-carboxylate